2-(2,6-dioxopiperidin-3-yl)-4-fluoro-7-((3-fluoro-4-(piperidin-1-ylmethyl)benzyl)thio)isoindoline-1,3-dione O=C1NC(CCC1N1C(C2=C(C=CC(=C2C1=O)F)SCC1=CC(=C(C=C1)CN1CCCCC1)F)=O)=O